4-(3-bromo-7,8-dihydro-5H-1,6-naphthyridin-6-yl)-6-fluoro-2-methyl-quinazoline BrC=1C=NC=2CCN(CC2C1)C1=NC(=NC2=CC=C(C=C12)F)C